C1(CCCC1)C1=CC(=NN1)NC1=NC(=NC=C1)N1CC2(CN(C2)C)CC1 N-(5-cyclopentyl-1H-pyrazol-3-yl)-2-(2-methyl-2,6-diazaspiro[3.4]octan-6-yl)pyrimidin-4-amine